FC=1C=CC(=C(N)C1)N1C(CCCC1)C 5-fluoro-2-(2-methylpiperidin-1-yl)aniline